7-methoxy-2-(3-methoxyphenyl)chromen-4-one COC1=CC=C2C(C=C(OC2=C1)C1=CC(=CC=C1)OC)=O